COC1=CC=C(C(=O)N2C(CCC2)=O)C=C1 1-(4-Methoxybenzoyl)pyrrolidin-2-one